C(CCCCC)OC1=CC=C(C(=O)OC2=CC=C(C(=O)O[C@@H](C)CCCCCC)C=C2)C=C1 (S)-2-Octyl 4-[4-(Hexyloxy)benzoyloxy]benzoate